[I-].C(CCCC)OC(CCCCC\C=C/CCC[P+](C)(C)C)OCCCCC (4Z)-11,11-dipentyloxy-4-undecenyltrimethylphosphonium iodide